4-(5-bromo-3-nitropyridin-2-yl)-3-fluorothiophene-2-carboxylic acid methyl ester COC(=O)C=1SC=C(C1F)C1=NC=C(C=C1[N+](=O)[O-])Br